C1(C=CCC1)CC(C)=O 1-cyclopent-2-en-1-ylpropan-2-one